(1R,5S,6s)-N-(4-(2-aminopropan-2-yl)-6-(4-fluorophenyl)pyridin-2-yl)-3-azabicyclo[3.1.0]hexan-6-amine dihydrochloride Cl.Cl.NC(C)(C)C1=CC(=NC(=C1)C1=CC=C(C=C1)F)NC1[C@@H]2CNC[C@H]12